bis(2,2,2-tribromo-1-tribromomethylethyl)amine BrC(C(C(Br)(Br)Br)NC(C(Br)(Br)Br)C(Br)(Br)Br)(Br)Br